CC(CC(C(=O)O)CC(=O)O)=C (2-methyl-2-propenyl)succinic acid